2,5-Dioxopyrrolidin-1-yl 2-(4,6,8,8,9-pentamethyl-2-oxo-6,7,8,9-tetrahydro-2H-pyrano[3,2-g]quinolin-3-yl)acetate CC1=C(C(OC2=C1C=C1C(CC(N(C1=C2)C)(C)C)C)=O)CC(=O)ON2C(CCC2=O)=O